2-(4-chloropyridin-3-yl)-5-methoxybenzo[d]Thiazole ClC1=C(C=NC=C1)C=1SC2=C(N1)C=C(C=C2)OC